Methyl (S)-5-(4-amino-2-(1H-tetrazol-5-yl)benzamido)-2-(4-(((2,4-diaminopteridin-6-yl)methyl) amino)-3-methoxybenzamido)pentanoate NC1=CC(=C(C(=O)NCCC[C@@H](C(=O)OC)NC(C2=CC(=C(C=C2)NCC=2N=C3C(=NC(=NC3=NC2)N)N)OC)=O)C=C1)C1=NN=NN1